C1(=CC=CC=C1)C(=CCS)C1=CC=CC=C1 Diphenylallyl mercaptan